ethyl 4-hydroxy-5,6,8-trimethoxyquinoline-2-carboxylate OC1=CC(=NC2=C(C=C(C(=C12)OC)OC)OC)C(=O)OCC